3-bromo-5-(2-nitrophenyl)-4H-1,2,4-triazole BrC1=NN=C(N1)C1=C(C=CC=C1)[N+](=O)[O-]